1-(pyrimidin-2-yl)-N-({4-[5-(trifluoromethyl)-1,2,4-oxadiazol-3-yl]phenyl}methyl)pyrrolidin-3-amine N1=C(N=CC=C1)N1CC(CC1)NCC1=CC=C(C=C1)C1=NOC(=N1)C(F)(F)F